C(#N)C=1N(N=C2C=CC(=CC12)F)[C@H]1C=C(C(=O)O)O[C@H]([C@@H]1NC(C(C)C)=O)[C@H](O)[C@H](O)CO 2,6-Anhydro-4-(3-cyano-5-fluoro-2H-indazol-2-yl)-3,4,5-trideoxy-5-isobutyramido-D-glycero-D-galacto-non-2-enonic acid